[4-(aminomethyl)piperidin-1-yl]-[2-ethyl-4-[[3-[3-(trifluoromethyl)-1H-pyrazol-4-yl]imidazo[1,2-a]pyrazin-8-yl]amino]phenyl]methanone NCC1CCN(CC1)C(=O)C1=C(C=C(C=C1)NC=1C=2N(C=CN1)C(=CN2)C=2C(=NNC2)C(F)(F)F)CC